3-({3-fluoro-2-[(methylsulfamoyl) amino] pyridin-4-yl} methyl)-4-methyl-2-oxochromen-7-yl triflate O(S(=O)(=O)C(F)(F)F)C1=CC=C2C(=C(C(OC2=C1)=O)CC1=C(C(=NC=C1)NS(NC)(=O)=O)F)C